4-(4-(quinoline-4-oxy)butoxy)isoindoline-1,3-dione N1=CC=C(C2=CC=CC=C12)OCCCCOC1=C2C(NC(C2=CC=C1)=O)=O